FC=1C=C(C(=NC1)C1=CC2=C(N(C(=N2)C)C)C=C1)C=1C=NN(C1)CC1(CCCC1)F 5-(5-fluoro-3-(1-((1-fluorocyclopentyl)methyl)-1H-pyrazol-4-yl)pyridin-2-yl)-1,2-dimethyl-1H-benzo[d]imidazole